ClC=1C(=C(C(=CC1)OC)CN)F (3-chloro-2-fluoro-6-methoxyphenyl)methylamine